tert-butyl [(2S)-1-{[tert-butyl(dimethyl)silyl]oxy}-3-hydroxypropan-2-yl]carbamate [Si](C)(C)(C(C)(C)C)OC[C@H](CO)NC(OC(C)(C)C)=O